C1(CCCCC1)NC(CCC)S(=O)(=O)O (cyclohexylamino)-1-butanesulfonic acid